6-bromo-N-(1-methylpiperidin-4-yl)pyrazin-2-amine BrC1=CN=CC(=N1)NC1CCN(CC1)C